ClC1=CC=C(C=C1)C1=CC2=C(N=C(N=C2)S(=O)(=O)C)N(C1)CC(C)C 6-(4-chlorophenyl)-8-isobutyl-2-(methylsulfonyl)pyrido[2,3-d]pyrimidin